C(C(C)C)N(C(=O)N[C@H](C(=O)O)CCN(CCCCC1=NC=2NCCCC2C=C1)CCOC(C)C)C(C)C (2S)-2-[[isobutyl(isopropyl)carbamoyl]amino]-4-[2-isopropoxyethyl-[4-(5,6,7,8-tetrahydro-1,8-naphthyridin-2-yl)butyl]amino]butanoic acid